COC(C1=CN=C(C=C1)C(F)(F)F)=O 6-(trifluoromethyl)nicotinic acid methyl ester